heptadecenol C(=CCCCCCCCCCCCCCCC)O